F[C@@H]1C[C@H](CN(C1)C)NC1=NN=C(C=2N1N=CC2)C2=C(C=C(C=C2)C(F)(F)F)O 2-(7-(((3R,5R)-5-fluoro-1-methylpiperidin-3-yl)amino)pyrazolo[1,5-d][1,2,4]triazin-4-yl)-5-(trifluoromethyl)phenol